[Ir].C1(=C(C(=CC(=C1)C)C)N1C(=NC=C1)C1=CC=CC=C1)C.C1(=C(C(=CC(=C1)C)C)N1C(=NC=C1)C1=CC=CC=C1)C.C1(=C(C(=CC(=C1)C)C)N1C(=NC=C1)C1=CC=CC=C1)C tris(mesityl-2-phenyl-1H-imidazole) iridium